24-(3-fluorobicyclo[1.1.1]pentan-1-yl)tetracosanoic acid FC12CC(C1)(C2)CCCCCCCCCCCCCCCCCCCCCCCC(=O)O